NC(C)(C)C1=CC(=NC(=C1)C1=CC=C(C=C1)F)OC1[C@@H]2CN(C[C@H]12)C(=O)C1=CC(=NN1C)C=1N=C(SC1)C ((1R,5S,6s)-6-((4-(2-aminopropan-2-yl)-6-(4-fluorophenyl)pyridin-2-yl)oxy)-3-azabicyclo[3.1.0]hexan-3-yl)(1-methyl-3-(2-methylthiazol-4-yl)-1H-pyrazol-5-yl)methanone